NC1=NC(=C(C(=N1)N)C#N)N[C@@H](C)C1=CN(C2=NC=CC(=C21)Cl)C2=CC=C(C=C2)O (S)-2,4-diamino-6-((1-(4-chloro-1-(4-hydroxyphenyl)-1H-pyrrolo[2,3-b]pyridin-3-yl)ethyl)amino)pyrimidine-5-carbonitrile